4-(3-bromopropyl)biphenyl BrCCCC1=CC=C(C=C1)C1=CC=CC=C1